OC[C@]1(N(CCC1)C)C(=O)OC Methyl (S)-2-(hydroxymethyl)-1-methylpyrrolidine-2-carboxylate